N1C(CC[C@@H]1C(=O)OC)=O (-)-Methyl 2-pyrrolidone-5(R)-carboxylate